3-chloro-2,4-difluoronitrobenzene C1=CC(=C(C(=C1[N+](=O)[O-])F)Cl)F